3-mercapto-propyl-phenylmercapto-silane SCCC[SiH2]SC1=CC=CC=C1